OC1CCC(CC1)C=1SC2=C(N1)C=C(C(=C2)NC(=O)C2=NC(=CC=C2)C(F)(F)F)C(=O)O (4-Hydroxycyclohexyl)-6-(6-(trifluoromethyl)pyridinamido)benzo[d]Thiazole-5-carboxylic acid